B#[Tm] thulium tetraboride